C1(CC1)C1=C(C=CC=C1)N1CC(C1)C1=CC(=C(CN2CCC(CC2)C(=O)O)C(=C1)C)C (4-(1-(2-cyclopropylphenyl)azetidin-3-yl)-2,6-dimethylbenzyl)piperidine-4-carboxylic acid